2-chloro-9-[4-(propan-2-yloxy)phenyl]-9H-purine ClC1=NC=C2N=CN(C2=N1)C1=CC=C(C=C1)OC(C)C